triethylsilylium methyltri(pentafluorophenyl)borate C[B-](C1=C(C(=C(C(=C1F)F)F)F)F)(C1=C(C(=C(C(=C1F)F)F)F)F)C1=C(C(=C(C(=C1F)F)F)F)F.C(C)[Si+](CC)CC